2-(4-((3-(4-tert-butylphenyl)-2-oxoimidazolin-1-yl)methyl)-2,6-dimethylphenoxy)-2-methylpropanoic acid ethyl ester C(C)OC(C(C)(C)OC1=C(C=C(C=C1C)CN1C(N(CC1)C1=CC=C(C=C1)C(C)(C)C)=O)C)=O